OC1=C(C=CC(=C1)C(F)(F)F)C1=C2C(=C(N=N1)N[C@H]1CN(CCC1)CC(=O)N)N=CC=C2 (R)-2-(3-((5-(2-hydroxy-4-(trifluoromethyl)phenyl)pyridino[2,3-d]pyridazin-8-yl)amino)piperidin-1-yl)acetamide